silver cyanide potassium salt [K].[Ag]C#N